(S)-1-((S)-1-(2-((S)-amino(4,4-difluorocyclohexyl)methyl)imidazo[1,2-b]pyridazin-7-yl)-2-cyclopropoxyethyl)-4-(trifluoromethyl)imidazolidin-2-one N[C@H](C=1N=C2N(N=CC(=C2)[C@@H](COC2CC2)N2C(N[C@@H](C2)C(F)(F)F)=O)C1)C1CCC(CC1)(F)F